C1(=CC=CC=C1)N[C@@H](CC(C)C)C(=O)O phenyl-L-leucine